O=C1N(C(C2=CC=CC=C12)=O)CCCC1=C(C=NN1C)C=O 5-[3-(1,3-dioxoisoindolin-2-yl)propyl]-1-methyl-pyrazole-4-carbaldehyde